3-(4-(3-Hydroxyazetidin-1-yl)-3-methyl-2-oxo-2,3-dihydro-1H-benzo[d]imidazol-1-yl)piperidine-2,6-dione OC1CN(C1)C1=CC=CC=2N(C(N(C21)C)=O)C2C(NC(CC2)=O)=O